ClC=1C=C2C=NN(C2=C(C1)N1CCOCC1)C1CCN(CC1)C(=O)OC(C)(C)C Tert-butyl 4-[5-chloro-7-(morpholin-4-yl)indazol-1-yl]piperidine-1-carboxylate